N-(o-tolyl)-5-(3,4,5-trimethoxyphenyl)-[1,2,4]triazolo[1,5-c]pyrimidin-2-amine C1(=C(C=CC=C1)NC1=NN2C(=NC=CC2=N1)C1=CC(=C(C(=C1)OC)OC)OC)C